C(C)(C)(C)N(C(O)=O)C1=CC(=NC(=C1)C)C.C1(CC1)[C@]1(N(C(C[C@@H]1C1OCC1C(=O)N)=O)C=1C=C2C=NN(C2=CC1)C1=CC=C(C=C1)F)C1=CC=CC=C1 |r| (rac-(2R,3S)-2-cyclopropyl-1-(1-(4-fluorophenyl)-1H-indazol-5-yl)-5-oxo-2-phenylpyrrolidin-3-yl)oxetan-3-carboxamide tert-butyl-(2,6-dimethylpyridine-4-yl)carbamate